C1(NC2=C3C4=C(N=CCN13)C=CC=C4N=C2)=O 1H-2,4,8,10a-tetraazanaphtho[2,1,8-cde]azulene-1(2H)-one